COC1=CC=C(C=C1)/C=C/CC (E)-4-(4-methoxyphenyl)but-3-ene